CC=1C=C(C=CC1OC1=CC2=C(N(C=N2)C)C=C1)NC1=NC=NC2=CC=C3C(=C12)OC[C@@H]1N3CCNC1 (R)-N-(3-methyl-4-((1-methyl-1H-benzo[d]imidazol-5-yl)oxy)phenyl)-6,6a,7,8,9,10-hexahydropyrazino[1',2':4,5][1,4]oxazino[2,3-f]quinazolin-4-amine